C(OCCCCCCCCCCCCCCCCCC)(OC)=O Octadecyl methyl carbonate